3',6'-di(azetidin-1-yl)-6-(4-(2-((6-chlorohexyl)oxy)ethoxy)butyl)-3H-spiro[isobenzofuran-1,9'-xanthen]-3-one N1(CCC1)C=1C=CC=2C3(C4=CC=C(C=C4OC2C1)N1CCC1)OC(C1=CC=C(C=C13)CCCCOCCOCCCCCCCl)=O